S1C(=NC2=C1C=CC=C2)C=2SC1=C(N2)C=CC=C1 benzothiazolyl-(benzothiazole)